N-[(2S)-5-[[(1R,2S)-2-(4-Fluorophenyl)cyclopropyl]amino]-1-(4-methylpiperazin-1-yl)-1-oxopentan-2-yl]-2-phenylpyrimidine-5-carboxamide FC1=CC=C(C=C1)[C@H]1[C@@H](C1)NCCC[C@@H](C(=O)N1CCN(CC1)C)NC(=O)C=1C=NC(=NC1)C1=CC=CC=C1